1-(5-(4-(dimethylamino)piperidin-1-yl)pyridin-2-yl)guanidine trifluoroacetate FC(C(=O)O)(F)F.CN(C1CCN(CC1)C=1C=CC(=NC1)NC(=N)N)C